[Co]=O.[Bi] bismuth cobalt oxide